3-(6-(3-(Cyclopropylmethyl)morpholino)-1-methyl-1H-pyrazolo[4,3-c]pyridin-3-yl)-2,6-difluoro-5-(trifluoromethyl)phenol C1(CC1)CC1COCCN1C1=CC2=C(C=N1)C(=NN2C)C=2C(=C(C(=C(C2)C(F)(F)F)F)O)F